ClC1=CC=C(C=C1)C=1C=C(C(N(N1)C1=CC(=CC=C1)F)=O)C(=O)N[C@@H](C)[C@H](CO)O 6-(4-chlorophenyl)-N-[(2S,3R)-3,4-dihydroxybutan-2-yl]-2-(3-fluorophenyl)-3-oxo-2,3-dihydropyridazine-4-carboxamide